C[Si]1(CCN(CC1)C1=CC=C(C(=N1)C)NC1CC2(C1)CC(C2)N)C N2-(6-(4,4-dimethyl-1,4-azasilinan-1-yl)-2-methylpyridin-3-yl)spiro[3.3]heptane-2,6-diamine